CCOC(=O)NC(=O)C=C acrylurethane